8-(6-((2-(4,4-dimethylpiperidin-1-yl)ethoxy)methyl)pyridin-3-yl)-3-methyl-1-(tetrahydro-2H-pyran-4-yl)-1H-imidazo[4,5-c]cinnolin-2(3H)-one CC1(CCN(CC1)CCOCC1=CC=C(C=N1)C1=CC=2C3=C(N=NC2C=C1)N(C(N3C3CCOCC3)=O)C)C